8-cyclopentyl-5-(3-(trifluoromethyl)phenyl)-2-(4-(phenethylamino)piperidin-1-yl)pyrido[2,3-d]pyrimidin-7-one C1(CCCC1)N1C(C=C(C2=C1N=C(N=C2)N2CCC(CC2)NCCC2=CC=CC=C2)C2=CC(=CC=C2)C(F)(F)F)=O